(5S,7R,8S,9S,10R)-7-(((tert-butyldimethylsilyl)oxy)methyl)-9-((5,6-difluoro-2-(tosylimino)-2H-chromen-3-yl)methoxy)-1,6-dioxaspiro[4.5]decane-8,10-diyl diacetate C(C)(=O)O[C@H]1[C@H](O[C@@]2(CCCO2)[C@@H]([C@H]1OCC=1C(OC2=CC=C(C(=C2C1)F)F)=NS(=O)(=O)C1=CC=C(C)C=C1)OC(C)=O)CO[Si](C)(C)C(C)(C)C